diethylene glycol bis(3-mercapto-3-methylbutyl)butyrate SC(CCC(C(=O)OCCOCCO)(CC)CCC(C)(S)C)(C)C